S1C(=CC=C1)C=1NC2=CC=CC=C2C1CC1=C(NC2=CC=CC=C12)C=1SC=CC1 Bis(2-(thiophen-2-yl)-1H-indol-3-yl)methane